(Z)-1-(((1r,4r)-4-aminocyclohexyl)methyl)-3-((3,5-dimethyl-1H-pyrrol-2-yl)methylene)-5-fluoro-2-oxo-N-(3-phenylprop-2-yn-1-yl)indole-6-carboxamide hydrochloride Cl.NC1CCC(CC1)CN1C(\C(\C2=CC(=C(C=C12)C(=O)NCC#CC1=CC=CC=C1)F)=C/C=1NC(=CC1C)C)=O